tert-butyl 3-azabicyclo[5.1.0]octane-3-carboxylate C12CN(CCCC2C1)C(=O)OC(C)(C)C